NC1=NC2=CC(=CC=C2C=C1F)CN(C(=O)C=1C=NC(=CC1)OC)C=1C(=NC=CC1)S(=O)(=O)C N-[(2-amino-3-fluoroquinolin-7-yl)methyl]-N-(2-methanesulfonylpyridin-3-yl)-6-methoxypyridine-3-carboxamide